ClC1=CC2=C(N(P(N=C2N2C[C@H](N(C[C@@H]2C)C(C=C)=O)C)(=O)C)C2=C(N=CS2)C(C)C)N=C1C1=C(C=CC=C1)F 1-((2R,5S)-4-(6-chloro-7-(2-fluorophenyl)-1-(4-isopropylthiazol-5-yl)-2-methyl-2-oxido-1H-pyrido[2,3-d][1,3,2]diazaphosphinin-4-yl)-2,5-dimethylpiperazin-1-yl)prop-2-en-1-one